(S)-N-(4-(3-amino-3-methylpiperidin-1-yl)-5-(1-(difluoromethyl)-1H-pyrazol-4-yl)pyridin-2-yl)-2-(2,4-difluoro-6-methoxyphenyl)pyrimidin-4-amine hydrochloride Cl.N[C@@]1(CN(CCC1)C1=CC(=NC=C1C=1C=NN(C1)C(F)F)NC1=NC(=NC=C1)C1=C(C=C(C=C1OC)F)F)C